1-(4-(5-(difluoromethyl)-1,3,4-oxadiazol-2-yl)-2-fluorobenzyl)-5-(furan-3-yl)-3-(1-methylpiperidin-4-yl)-1,3-dihydro-2H-benzo[d]imidazol-2-one FC(C1=NN=C(O1)C1=CC(=C(CN2C(N(C3=C2C=CC(=C3)C3=COC=C3)C3CCN(CC3)C)=O)C=C1)F)F